tert-butyl (1R,5S,6r)-6-(6-methoxy[1,2,4]triazolo[4,3-a]-pyridin-3-yl)-3-azabicyclo[3.1.0]hexane-3-carboxylate COC=1C=CC=2N(C1)C(=NN2)C2[C@H]1CN(C[C@@H]21)C(=O)OC(C)(C)C